(5aR,5bS,7aS,8S,10aS,10bR)-5a,7a-dimethyl-2-((4-(trifluoromethoxy)phenyl)amino)-5,5a,5b,6,7,7a,8,9,10,10a,10b,11-dodecahydro-4H-cyclopenta[7,8]phenanthro[2,1-d]thiazol-8-yl acetate C(C)(=O)O[C@H]1CC[C@@H]2[C@@]1(CC[C@@H]1[C@]3(CCC=4N=C(SC4C3=CC[C@@H]21)NC2=CC=C(C=C2)OC(F)(F)F)C)C